C(C)SC1=C(N)C(=CC(=C1)N1CC2=CC=C(C=C2CC1)F)C 2-(Ethylsulfanyl)-4-(6-fluoro-3,4-dihydroisoquinolin-2(1H)-yl)-6-methylaniline